COC=1C=C(C=NC1C)N 5-methoxy-6-methylpyridin-3-amine